ClC=1C=C2C(=NC1I)N=C(N2COCC[Si](C)(C)C)S(=O)(=O)C 6-chloro-5-iodo-2-(methylsulfonyl)-1-((2-(trimethylsilyl)ethoxy)methyl)-1H-imidazo[4,5-b]Pyridine